triethylene glycol mono-benzyl ether C(C1=CC=CC=C1)OCCOCCOCCO